fluoro-3,4-dihydroxy-5-(hydroxymethyl)tetrahydrofuran FC1OC(C(C1O)O)CO